CN(C)\C=C/1\CN(CC1=O)C(=O)OC(C)(C)C tert-butyl (Z)-3-((dimethylamino) methylene)-4-oxopyrrolidine-1-carboxylate